S(N)(OC[C@@H]1[C@H](C[C@@H](C1)NC1=NC=NC=C1C(=O)C=1SC=C(C1)[C@]1(OCCC1)C1=CC=CC=C1)O)(=O)=O [(1R,2S,4R)-2-hydroxy-4-{[5-({4-[(2R)-2-phenyltetrahydrofuran-2-yl]-2-thienyl}carbonyl)pyrimidin-4-yl]amino}cyclopentyl]methyl sulfamate